CC=1C=CC(=C(C1)C=1C(=C(C(=CC1O)CCCCC)C=1C=NC=NC1)O)C(=C)C 5'-methyl-4-pentyl-2'-(prop-1-en-2-yl)-3-(pyrimidin-5-yl)-[1,1'-biphenyl]-2,6-diol